FC1=CC2=C(SC=C2C)C=C1 5-fluoro-3-methylbenzo-[b]thiophene